[Si](C)(C)(C(C)(C)C)O[C@@H]1CC(NC1)=O (R)-4-[(tert-butyldimethylsilyl)oxy]pyrrolidin-2-one